BrC1=CNC(C=C1)=C=O 3-bromo-6-carbonylpyridine